(2R,4R,5R)-2-(tert-butyl)-3-formyl-5-(4-methoxyphenyl)-1,3-selenazolidine-4-carboxylic acid methyl ester COC(=O)[C@H]1N([C@H]([Se][C@@H]1C1=CC=C(C=C1)OC)C(C)(C)C)C=O